C(C1=CC=CC=C1)N1N=C(C=2C1=NC(=CN2)C(=O)NC)C2=CC(=CC(=C2)F)F 1-benzyl-3-(3,5-difluorophenyl)-N-methyl-1H-pyrazolo[3,4-b]pyrazine-6-carboxamide